N-[[6-(2,4-Dichloroanilino)-2-pyridyl]sulfonyl]-2-(2,2,4-trimethylpyrrolidin-1-yl)pyridin-3-carboxamid ClC1=C(NC2=CC=CC(=N2)S(=O)(=O)NC(=O)C=2C(=NC=CC2)N2C(CC(C2)C)(C)C)C=CC(=C1)Cl